BrC1=CC(=C2NC(C=3N(C2=C1F)C(=NN3)C)(C)C)C(F)(F)F 8-bromo-9-fluoro-1,4,4-trimethyl-6-(trifluoromethyl)-4,5-dihydro-[1,2,4]triazolo[4,3-a]quinoxaline